m-xylenebis-amine C=1(C(=C(C(=CC1)N)C)N)C